C(C)(C)(C)OC(OC(C)(C)C)=O.C(=O)(OC(C)(C)C)OC(=O)OC(C)(C)C Di-tert-butyl dicarbonate Di-tert-butyl-carbonate